Ethyl 2-ethylamino-6-methylnicotinate C(C)NC1=C(C(=O)OCC)C=CC(=N1)C